Natrium (S)-3-(3-(1-Methyl-4-oxido-2-oxo-1,2-dihydropyridin-3-yl)ureido)-3-(5-(3-(trifluoromethoxy)phenyl)thiophen-2-yl)propanoat CN1C(C(=C(C=C1)[O-])NC(N[C@@H](CC(=O)[O-])C=1SC(=CC1)C1=CC(=CC=C1)OC(F)(F)F)=O)=O.[Na+].[Na+]